N-((R)-3,3-Difluoro-1-methylpiperidin-4-yl)-5-(3-(2,2-difluorocyclopropyl)-2-methyl-3H-imidazo[4,5-b]pyridin-5-yl)pyrrolo[2,1-f][1,2,4]triazin-2-amine FC1(CN(CC[C@H]1NC1=NN2C(C=N1)=C(C=C2)C2=CC=C1C(=N2)N(C(=N1)C)C1C(C1)(F)F)C)F